CC(C#CC=1C=C2C=NN(C2=CC1C=NO)C1OCCCC1)C (6E)-5-(3-methylbut-1-ynyl)-1-tetrahydropyran-2-yl-indazole-6-carbaldehyde oxime